(4-chloro-2-(methoxymethoxy)phenyl)boronic acid ClC1=CC(=C(C=C1)B(O)O)OCOC